(E)-4-(Dimethylamino)-N-(2-(5-ethyl-2,4-dihydroxybenzoyl)isoindolin-4-yl)but-2-enamide CN(C/C=C/C(=O)NC1=C2CN(CC2=CC=C1)C(C1=C(C=C(C(=C1)CC)O)O)=O)C